S(=O)(=O)(ON1[C@@H]2CC[C@H](N(C1=O)C2)C(NC(=O)C=2SC=CN2)=N)[O-].[Na+] Sodium (2S,5R)-7-oxo-2-(N-(thiazole-2-carbonyl)carbamimidoyl)-1,6-diazabicyclo[3.2.1]octan-6-yl Sulfate